1-methyl-3-(1-phenyl-1H-indazol-5-yl)urea CNC(=O)NC=1C=C2C=NN(C2=CC1)C1=CC=CC=C1